Ethyl 7-((3-ethynyl-6-methyl-5,5-dioxido-6,11-dihydrodibenzo[c,f][1,2]thiazepin-11-yl)amino)heptanoate C(#C)C1=CC2=C(C(C3=C(N(S2(=O)=O)C)C=CC=C3)NCCCCCCC(=O)OCC)C=C1